benzyl (S)-(2-amino-3-methoxypropyl)carbamate N[C@@H](CNC(OCC1=CC=CC=C1)=O)COC